N1CC(C1)CCC=1C=C2C(=C(NC2=CC1)C=1C=C(C=2N(C1)N=CN2)OC)C(C)C 6-(5-(2-(Azetidin-3-yl)ethyl)-3-isopropyl-1H-indol-2-yl)-8-methoxy-[1,2,4]triazolo[1,5-a]pyridin